6-methoxy-2-(2-methoxy-5-pyridyl)-4-(phenylmethoxy)-5-trifluoromethylpyrimidine COC1=C(C(=NC(=N1)C=1C=CC(=NC1)OC)OCC1=CC=CC=C1)C(F)(F)F